C1(CC1)C1=CC=C(N=N1)NC(=O)[C@@H]1N(CCCC1)CC1=NC=CC=C1C (R)-N-(6-cyclopropylpyridazin-3-yl)-1-((3-methylpyridin-2-yl)methyl)piperidine-2-carboxamide